diethyl (((4-nitrophenyl)sulfonyl)methyl)phosphonate [N+](=O)([O-])C1=CC=C(C=C1)S(=O)(=O)CP(OCC)(OCC)=O